N1C(=CC=2C=NC=CC21)CNC(CN2C(C(=NC=C2C2=CC=CC=C2)N[C@@H](C)C2=CC1=C(OC3=C1C=CC=C3)C=C2)=O)=O (S)-N-((1H-pyrrolo[3,2-c]pyridine-2-yl)methyl)-2-(3-((1-(dibenzo[b,d]furan-2-yl)ethyl)amino)-2-oxo-6-phenylpyrazin-1(2H)-yl)acetamide